15-methylheptadecyl myristoleate C(CCCCCCC\C=C/CCCC)(=O)OCCCCCCCCCCCCCCC(CC)C